N-(1-(4-fluorobenzyl)-6-(7-hydroxy-1-methyl-1H-pyrrolo[2,3-c]pyridin-3-yl)-1H-indazol-4-yl)methanesulfonamide FC1=CC=C(CN2N=CC3=C(C=C(C=C23)C2=CN(C3=C(N=CC=C32)O)C)NS(=O)(=O)C)C=C1